5-[(2R)-2-(3-bromophenyl)propyl]-4-methyl-1,2,4-triazole-3-thiol BrC=1C=C(C=CC1)[C@@H](CC=1N(C(=NN1)S)C)C